COC(C(COS(=O)(=O)C1=CC=C(C=C1)C)(C)C)=O 2,2-dimethyl-3-[(4-methylbenzene-1-sulfonyl)oxy]propionic acid methyl ester